C(C=C)OC(=O)C(CCC[C@H](N)C(=O)O)N 6-[(Allyloxy)carbonyl]lysine